5-((1-(4-(4-Methylmorpholin-2-yl)phenyl)-1H-imidazol-4-yl)amino)pyrazine-2-carbonitrile CN1CC(OCC1)C1=CC=C(C=C1)N1C=NC(=C1)NC=1N=CC(=NC1)C#N